4-((4-carboxyphenyl)azo)-3-hydroxy-N-(4-methoxyphenyl)naphthalene-2-carboxamide C(=O)(O)C1=CC=C(C=C1)N=NC1=C(C(=CC2=CC=CC=C12)C(=O)NC1=CC=C(C=C1)OC)O